ClC1=CC=C(C=N1)S(=O)(=O)N1CCC(CC1)N(C(OC(C)(C)C)=O)C tert-Butyl (1-((6-chloropyridin-3-yl)sulfonyl)piperidin-4-yl)(methyl)carbamate